C(C1=CC=CC=C1)(=O)C=1C=C(C=CC1)C(C(=O)O)C 3-benzoyl-α-methylbenzeneacetic acid